1H-1,2,4-triazole-3-carbamide N1N=C(N=C1)C(=O)N